(Z)-ethyl 3-(2-chlorophenyl)-2-((ethoxycarbonyl)imino)-2,3-dihydrothiazole-5-carboxylate ClC1=C(C=CC=C1)N1/C(/SC(=C1)C(=O)OCC)=N/C(=O)OCC